rac-methyl (1R,2R,4R)-bicyclo[2.2.1]hept-5-ene-2-carboxylate [C@H]12[C@@H](C[C@H](C=C1)C2)C(=O)OC |r|